N-(4-methoxy-2-(4-((R)-2-methylmorpholino)piperidin-1-yl)-5-((6-((R)-3-(3-phenoxyphenyl)isoxazolidin-2-yl)pyrimidin-4-yl)amino)phenyl)acrylamide COC1=CC(=C(C=C1NC1=NC=NC(=C1)N1OCC[C@@H]1C1=CC(=CC=C1)OC1=CC=CC=C1)NC(C=C)=O)N1CCC(CC1)N1C[C@H](OCC1)C